2-(4,4-dimethylpiperidin-1-yl)ethylamine CC1(CCN(CC1)CCN)C